C1(CCCCC1)C=1N=CNC1 4-cyclohexyl-1H-imidazole